C(C)(C)(C)C1=CC(=NN1C[C@@H](CO)C)NC=1N(C=2C(=NC=C(C2)OC2=CC(=NC=C2)NC(=O)C2CC2)N1)C (S)-N-(4-((2-((5-(tert-butyl)-1-(3-hydroxy-2-methylpropyl)-1H-pyrazol-3-yl)amino)-1-methyl-1H-imidazo[4,5-b]pyridin-6-yl)oxy)pyridin-2-yl)cyclopropane-carboxamide